[4-[[3-(3-fluoro-4-methoxyphenyl)imidazo[1,2-a]pyrazin-8-yl]amino]-2-methylphenyl]-[4-[4-(1-methylimidazol-2-yl)piperazine-1-carbonyl]piperidin-1-yl]methanone FC=1C=C(C=CC1OC)C1=CN=C2N1C=CN=C2NC2=CC(=C(C=C2)C(=O)N2CCC(CC2)C(=O)N2CCN(CC2)C=2N(C=CN2)C)C